FN(S(=O)(=O)C1=CC=C(C)C=C1)S(=O)(=O)C1=CC=C(C)C=C1 N-fluorobis(p-toluenesulfonyl)amine